C(C1=CC=CC=C1)OC1=C(C=CC=C1)C1=NN(C(=C1)C(=O)OCC)C ethyl 3-(2-(benzyloxy) phenyl)-1-methyl-1H-pyrazole-5-carboxylate